(S)-N-(1-methoxypropan-2-yl)-5-(4-(trifluoromethyl)phenoxy)-2-naphthamide COC[C@H](C)NC(=O)C1=CC2=CC=CC(=C2C=C1)OC1=CC=C(C=C1)C(F)(F)F